4-{4-[3-(3,4-difluorophenyl)thioureido]-thiophenyl}-N-cyclohexylpyridine-2-carboxamide FC=1C=C(C=CC1F)NC(NC=1C=C(SC1)C1=CC(=NC=C1)C(=O)NC1CCCCC1)=S